(E)-3-(3-chloro-4-methoxyphenyl)-N-(2-(4-(methylsulfonyl)piperazin-1-yl)-2-oxoethyl)acrylamide ClC=1C=C(C=CC1OC)/C=C/C(=O)NCC(=O)N1CCN(CC1)S(=O)(=O)C